3-hydroxy-6-octenoic acid OC(CC(=O)O)CCC=CC